CC(C)[C@@H]1[C@@H]2[C@@H]([C@H]3CC(=C)[C@H](CC[C@@]([C@@H]2O3)(C)OC(=O)C)O)[C@]4(CO4)[C@H]([C@H]1OC(=O)C)OC(=O)C The molecule is an eunicellin diterpenoid isolated from the soft coral Klyxum molle. It has a role as an anti-inflammatory agent and a coral metabolite. It is an acetate ester, a eunicellin diterpenoid, a macrocycle, an oxacycle and an epoxide.